CON(C(=O)[C@@H]1CC(CCC1)=O)C (S)-N-Methoxy-N-methyl-3-oxocyclohexane-1-carboxamide